ammonia-ammonium salt [NH4+].N